1,1,1,2,2,3,3,4,4,5,5,6,6-tridecafluorododecane FC(C(C(C(C(C(CCCCCC)(F)F)(F)F)(F)F)(F)F)(F)F)(F)F